(R)-4-(3H-[1,2,3]triazolo[4,5-b]pyridin-3-yl)-2-fluoro-N-(3-(1-methyl-1H-imidazol-4-yl)pyridin-2-yl)-N-(piperidin-3-yl)benzamide N1=NN(C2=NC=CC=C21)C2=CC(=C(C(=O)N([C@H]1CNCCC1)C1=NC=CC=C1C=1N=CN(C1)C)C=C2)F